4-((cyclopropylmethyl)amino)-6-methyl-1-(o-tolyl)-7-(trifluoromethoxy)-quinazolin-2(1H)-one C1(CC1)CNC1=NC(N(C2=CC(=C(C=C12)C)OC(F)(F)F)C1=C(C=CC=C1)C)=O